tertbutyl N-(4-bromo-2-methoxy-phenyl)carbamate BrC1=CC(=C(C=C1)NC(OC(C)(C)C)=O)OC